C(C)[C@H]1N(CCCC1C(=O)O)C(/C(=C/C1=C(C=CC=C1)Cl)/CSC1=CC=CC=C1)=O ethyl-(R,Z)-1-(3-(2-chlorophenyl)-2-((phenylthio)methyl)acryloyl)piperidine-3-carboxylic acid